2,2-bis(4-cyanatophenyl)ethane O(C#N)C1=CC=C(C=C1)C(C)C1=CC=C(C=C1)OC#N